FC1=CC2=C(OCCC(N2C=2C=C(C(=O)O)C(=CN2)N(C(C(C2=CC=CC=C2)C2=CC=CC=C2)=O)C)=O)C=C1 2-(7-fluoro-4-oxo-3,4-dihydrobenzo[b][1,4]oxazepine-5(2H)-yl)-5-(N-methyl-2,2-diphenyl-acetamido)isonicotinic acid